FC1=C2CN(C(C2=CC(=C1C)CC1=CC=C(C=C1)N1N=CC=C1)=O)CC1OCCC1 4-fluoro-5-methyl-6-(4-(1H-pyrazol-1-yl)benzyl)-2-(tetrahydrofuran-2-ylmethyl)isoindolin-1-one